1-methyl-1-stearamidoethyl-2-stearylimidazoline CC(C)(NC(CCCCCCCCCCCCCCCCC)=O)N1C(=NCC1)CCCCCCCCCCCCCCCCCC